tert-butyl ((5-(N-(tert-butyl)sulfamoyl)-2-chloro-4-fluorothiophen-3-yl)methyl)-(methyl)carbamate C(C)(C)(C)NS(=O)(=O)C1=C(C(=C(S1)Cl)CN(C(OC(C)(C)C)=O)C)F